CN1C(=NN=C1)C1(COC1)C=1C=C(C=CC1)N1C(C2=C(C(=C1)C(F)(F)F)C=C(N2S(=O)(=O)C2=CC=C(C)C=C2)CN2C[C@H](CCC2)C)=O (S)-6-(3-(3-(4-methyl-4H-1,2,4-triazol-3-yl)oxetan-3-yl)phenyl)-2-((3-methylpiperidin-1-yl)methyl)-1-tosyl-4-(trifluoromethyl)-1,6-dihydro-7H-pyrrolo[2,3-c]pyridin-7-one